C(C)OC(=C)C1=C2C=C(N=CC2=C(C=C1)OC)N 5-(1-ethoxyvinyl)-8-methoxyisoquinolin-3-amine